S1SC(C=C1)C(=O)[O-].[Fe+2].C(C)(C)(C)[Si](OCC(CO)C)(C1=CC=CC=C1)C1=CC=CC=C1.S1SC(C=C1)C(=O)[O-] 3-[tert-butyl-(diphenyl)silyl]oxy-2-methyl-propan-1-ol iron dithiolate